6-(methylamino)-2-naphthalenecarbonitrile CNC=1C=C2C=CC(=CC2=CC1)C#N